1-(2-(2,2-difluoroethoxy)-5-fluoropyridin-4-yl)-6-fluoro-3,3-dimethyl-5-vinylindolin-2-one FC(COC1=NC=C(C(=C1)N1C(C(C2=CC(=C(C=C12)F)C=C)(C)C)=O)F)F